C(C1=CC=CC=C1)[C@H]1NC(OC1)=O (R)-4-Benzyloxazolidin-2-one